C(#N)C=1C(=NC(=NC1)NC1=C(C=C(C=C1C)N1CCN(CC1)CC)C(C(=O)N)=C)NC1=CC=CC=C1 (2-((5-cyano-4-(phenylamino)pyrimidin-2-yl)amino)-5-(4-ethylpiperazin-1-yl)-3-methylphenyl)acrylamide